C(C)(C)OC1=C(C=CC=C1)[C@@H]1CN(CCN1)C1CCC(CC1)(O)C (1s,4s)-4-[(3R)-3-(2-isopropoxyphenyl)piperazin-1-yl]-1-methylcyclohexan-1-ol